4-Amino-1-((2S,3S)-4-bromo-5-chloro-6-fluoro-3-methyl-2-phenyl-2,3-dihydrobenzofuran-2-yl)butan-1-ol NCCCC(O)[C@@]1(OC2=C([C@@H]1C)C(=C(C(=C2)F)Cl)Br)C2=CC=CC=C2